ClC=1C=C(NC2(CCC3(C(CC4=CC=CC=C34)CCCOC3=C4C(=NC=C3)C(CC4)F)CC2)C(=O)OC)C=CC1 methyl (1r,4r)-4-(3-chloroanilino)-2'-{3-[(7-fluoro-6,7-dihydro-5H-cyclopenta[b]pyridin-4-yl)oxy]propyl}-2',3'-dihydrospiro[cyclohexane-1,1'-indene]-4-carboxylate